C(=O)[O-].O1C=[NH+]C=C1 oxazolium formate